CCCCOC=C 4-butoxyethene